ClC=1C=C(C=CC1OC1=C(C=CC=C1)SCC(C)C)C1=NOC(=N1)CN1C(N(C(C1=O)(C)C)CCN1CCOCC1)=O 3-((3-(3-chloro-4-(2-(isobutylthio)phenoxy)phenyl)-1,2,4-oxadiazol-5-yl)methyl)-5,5-dimethyl-1-(2-morpholinoethyl)imidazolidine-2,4-dione